3-(4-(methoxycarbonyl)phenyl)-1-(p-tolyl)cyclopentane-1-carboxylic acid COC(=O)C1=CC=C(C=C1)C1CC(CC1)(C(=O)O)C1=CC=C(C=C1)C